N-[2-(3,3-difluoropyrrolidin-1-yl)-4-(2-fluorophenyl)-3-pyridyl]-2-methoxy-5,7-dihydropyrrolo[3,4-b]pyridine-6-carboxamide FC1(CN(CC1)C1=NC=CC(=C1NC(=O)N1CC2=NC(=CC=C2C1)OC)C1=C(C=CC=C1)F)F